FC(C=1C=CC(=NC1)C1=CC=C(C=C1)C(CCC)O)(F)F 1-(4-(5-(trifluoromethyl)pyridin-2-yl)phenyl)butan-1-ol